1,3-dimethyl-4-ethylquinolone CN1C(C(=C(C2=CC=CC=C12)CC)C)=O